[N+](=O)([O-])C1=C(C=CC(=C1)[N+](=O)[O-])NN=C1CCCCC1 Cyclohexanone 2,4-dinitrophenylhydrazone